4-(7-Methyl-2-((7-methylquinoxalin-6-yl)amino)-8-oxo-7,8-dihydro-9H-purin-9-yl)Tetrahydro-2H-pyran-4-carbonitrile CN1C(N(C2=NC(=NC=C12)NC=1C=C2N=CC=NC2=CC1C)C1(CCOCC1)C#N)=O